tert-butyl (R)-4-((1-(3-(2,6-bis(benzyloxy)pyridin-3-yl)-1-methyl-1H-indazol-7-yl)piperidin-4-yl)methyl)-3-methylpiperazine-1-carboxylate C(C1=CC=CC=C1)OC1=NC(=CC=C1C1=NN(C2=C(C=CC=C12)N1CCC(CC1)CN1[C@@H](CN(CC1)C(=O)OC(C)(C)C)C)C)OCC1=CC=CC=C1